NC=1C2=C(N=CN1)N(C(=C2C2=CC=C(C=C2)OC2=NC(=CC=C2)C)C2(CN(CC2)C(=O)OC(C)(C)C)O)C tert-butyl 3-(4-amino-7-methyl-5-{4-[(6-methylpyridin-2-yl)oxy]phenyl}-7H-pyrrolo[2,3-d]pyrimidin-6-yl)-3-hydroxypyrrolidine-1-carboxylate